[1-(2-Benzyloxy-4-bromo-5-fluoro-phenyl)cyclobutyl]methyl acetate C(C)(=O)OCC1(CCC1)C1=C(C=C(C(=C1)F)Br)OCC1=CC=CC=C1